C(C)(C)(C)OCCCCCCC1=C(C(C2=CC=CC(=C12)C1=CC=C(C=C1)C(C)(C)C)[Si](CC)(CC)C1C(=CC2=C(C=CC=C12)C1=CC=C(C=C1)C(C)(C)C)C(C)C)C (3-(6-(tert-butoxy)hexyl)-4-(4-(tert-butyl)phenyl)-2-methyl-1H-inden-1-yl)(4-(4-(tert-butyl)phenyl)-2-isopropyl-1H-inden-1-yl)diethylsilane